C(O[C@H]1C[C@H](CC1)C1=CC(=NN1COCC[Si](C)(C)C)NC1=CN(C(C=C1)=O)C)(OC1=CC=C(C=C1)[N+](=O)[O-])=O (1R,3S)-3-(3-((1-methyl-6-oxo-1,6-dihydropyridin-3-yl)amino)-1-((2-(trimethylsilyl)ethoxy)methyl)-1H-pyrazol-5-yl)cyclopentyl (4-nitrophenyl) carbonate